ClC1=NC=C(C(=N1)Cl)COCC1=CC=C(C=C1)OC 2,4-dichloro-5-(((4-methoxybenzyl)oxy)methyl)pyrimidine